ClC1=CC(=C(C=C1)C=1N=NN(C1CN1N=CC(=CC1=O)N1CC2(C1)OC[C@@H](CC2)F)CC)F (R)-2-((4-(4-chloro-2-fluorophenyl)-1-ethyl-1H-1,2,3-triazol-5-yl)methyl)-5-(7-fluoro-5-oxa-2-azaspiro[3.5]nonan-2-yl)pyridazin-3(2H)-one